(3-ethoxy-4-(methyl-(5-nitrothiazol-2-yl)carbamoyl)phenyl)carbamic acid tert-butyl ester C(C)(C)(C)OC(NC1=CC(=C(C=C1)C(N(C=1SC(=CN1)[N+](=O)[O-])C)=O)OCC)=O